2,4-diaza-1,3,5-trinitrobenzene [N+](=O)([O-])C1=NC(=NC(=C1)[N+](=O)[O-])[N+](=O)[O-]